Ethoxy ETHYL-GLYCIDYL ETHER C(C)C(C1CO1)OOCC